4-(Boc-amino)-piperidine C(=O)(OC(C)(C)C)NC1CCNCC1